C(CCCCCCCCC(=O)OC1=CC=C(C=C1)COC(N(C)[C@H]1CC[C@H](C2=CC=CC=C12)C1=CC(=C(C=C1)Cl)Cl)=O)(=O)OC(COC(CCCCCCCCCCCCCCC)=O)COC(CCCCCCCCCCCCCCC)=O 1-(1,3-Bis(palmitoyloxy)propan-2-yl) 10-(4-(((((1S,4S)-4-(3,4-dichlorophenyl)-1,2,3,4-tetrahydronaphthalen-1-yl)(methyl)carbamoyl)oxy)methyl)phenyl) decanedioate